2-[3-(2-chloro-5-methoxy-4-pyridyl)-4-methoxycarbonyl-phenyl]acetic acid ClC1=NC=C(C(=C1)C=1C=C(C=CC1C(=O)OC)CC(=O)O)OC